3-Methyl-N-(3-(4-Methyl-1H-imidazol-1-yl)-5-(trifluoromethyl)phenyl)-1-(1H-pyrazolo[3,4-b]pyridin-5-carbonyl)indolin-6-carboxamid CC1CN(C2=CC(=CC=C12)C(=O)NC1=CC(=CC(=C1)C(F)(F)F)N1C=NC(=C1)C)C(=O)C=1C=C2C(=NC1)NN=C2